C(=O)[O-].NOCC(=O)NCC=1N=NN(C1)C1=CC=C(C=C1)NC(C=O)[N+](C)(C)C (4-(4-((2-(Aminooxy)acetoamido)methyl)-1H-1,2,3-triazole-1-yl)phenyl-amino)-N,N,N-trimethyl-2-oxoethanaminium Formate